2-(4-(2-((2-(2,6-dioxopiperidin-3-yl)-1,3-dioxoisoquinolin-4-yl)amino)-2-oxoethyl)phenyl)acetic acid O=C1NC(CCC1N1C(C2=CC=CC=C2C(C1=O)NC(CC1=CC=C(C=C1)CC(=O)O)=O)=O)=O